C(=CC1=CC=CC=C1)C1N(CCC1)C(=O)C1=CC=C(C=C1)C(F)(F)F (2-styrylpyrrolidin-1-yl)(4-(trifluoromethyl)phenyl)methanone